N1N=C(N=C1)C=1C(=NC=CC1)NCC1=C(C=C(C=C1)F)O 2-(((3-(1H-1,2,4-triazol-3-yl)pyridin-2-yl)amino)methyl)-5-fluorophenol